C1(=CC=CC=C1)N1CCOCCOCCOCCOC1 13-phenyl-1,4,7,10-tetraoxa-13-azacyclotetradecane